(S)-N-(5-(2,3-Dimethyl-8-morpholinoimidazo[1,2-a]pyridin-6-yl)-2-fluoro-4-methylphenyl)-3-(2,2,2-trifluoroethyl)pyrrolidine-1-carboxamide CC=1N=C2N(C=C(C=C2N2CCOCC2)C=2C(=CC(=C(C2)NC(=O)N2C[C@@H](CC2)CC(F)(F)F)F)C)C1C